2-Amino-2-ethylhexanoic acid ethyl ester C(C)OC(C(CCCC)(CC)N)=O